Br/C=C/COC1=CC=C(C=C1)CC1CCN(CC1)CC(=O)OCC Ethyl 2-[4-[[4-[(E)-3-bromoallyloxy]phenyl]methyl]-1-piperidyl]acetate